bromo-5,6-dimethyl-1-((2-(trimethylsilyl)ethoxy)methyl)-1H-benzo[d][1,2,3]triazole BrC1=C(C(=CC=2N(N=NC21)COCC[Si](C)(C)C)C)C